Triethanol sulfate S(=O)(=O)(O)O.C(C)O.C(C)O.C(C)O